N-[1-[3-(dimethylamino)phenyl]ethyl]-2-[2-(1-pyrrolidinyl)ethyl]-4-(trifluoromethyl)-5-thiazolecarboxamide CN(C=1C=C(C=CC1)C(C)NC(=O)C1=C(N=C(S1)CCN1CCCC1)C(F)(F)F)C